benzoic acid calcium salt [Ca+2].C(C1=CC=CC=C1)(=O)[O-].C(C1=CC=CC=C1)(=O)[O-]